CP(=O)(C)C=1C=C2C(=C(C(N(C2=CC1)C)=O)C#N)N1CCC(CC1)C=1OC2=C(N1)C=C(C=C2)C 6-(dimethylphosphoryl)-1-methyl-4-[4-(5-methyl-1,3-benzoxazol-2-yl)piperidin-1-yl]-2-oxo-1,2-dihydroquinoline-3-carbonitrile